(3-((5-(3-chlorophenyl)-7-((2-(trimethylsilyl)ethoxy)methyl)-7H-pyrrolo[2,3-d]pyrimidin-4-yl)(methyl)amino)-2-methylpropyl)-N-methylacetamide ClC=1C=C(C=CC1)C1=CN(C=2N=CN=C(C21)N(CC(CCC(=O)NC)C)C)COCC[Si](C)(C)C